rel-(3R,5R)-5-(5-((2-(methoxymethyl) thiazolo[5,4-c]pyridin-4-yl)amino)-1H-pyrazol-3-yl)tetrahydrofuran-3-yl isopropylcarbamate C(C)(C)NC(O[C@H]1CO[C@H](C1)C1=NNC(=C1)NC1=NC=CC2=C1SC(=N2)COC)=O |o1:6,9|